C1(CC1)S(=O)(=O)NC1=CC(=NC=C1)[C@H](C[C@H]1N(CCCC1)C(=O)OC(C)(C)C)NC(=O)C=1SC(=CN1)C1=NC(=CN=C1)OCC tert-butyl (2S)-2-[(2S)-2-(4-cyclopropanesulfonamidopyridin-2-yl)-2-{[5-(6-ethoxypyrazin-2-yl)-1,3-thiazol-2-yl]formamido}ethyl]piperidine-1-carboxylate